FC=1C=C(C=CC1OC1=CC=NC2=CC(=C(N=C12)OC)C)NC(=O)C=1C(=NC(=C(C1O)C1=CC=C(C=C1)F)C)COC N-[3-fluoro-4-[(6-methoxy-7-methyl-1,5-naphthyridin-4-yl)oxy]phenyl]-5-(4-fluorophenyl)-4-hydroxy-2-(methoxymethyl)-6-methylpyridine-3-carboxamide